4-acryloyloxy-2,4'-dihydroxy-benzophenone C(C=C)(=O)OC1=CC(=C(C(=O)C2=CC=C(C=C2)O)C=C1)O